OC1=CC=C(CO)C=C1 4-hydroxylbenzyl alcohol